1-(2-(difluoromethoxy)pyridin-4-yl)cyclobutan FC(OC1=NC=CC(=C1)C1CCC1)F